6-(6-hydroxyhexyl)pyridine-3-carboxylic acid OCCCCCCC1=CC=C(C=N1)C(=O)O